ethyl 2-((1-(1-(2,6-bis(benzyloxy)pyridin-3-yl)-3-methyl-2-oxo-2,3-dihydro-1H-benzo[d]imidazol-5-yl)piperidin-4-yl)methyl)cyclopropanecarboxylate C(C1=CC=CC=C1)OC1=NC(=CC=C1N1C(N(C2=C1C=CC(=C2)N2CCC(CC2)CC2C(C2)C(=O)OCC)C)=O)OCC2=CC=CC=C2